8-(4-(1-cyclopropyl-4-(trifluoromethyl)-1H-imidazol-2-yl)benzyl)-2-(4-cyclopropyl-6-methoxypyrimidin-5-yl)-[1,2,4]triazolo[1,5-a]pyridine C1(CC1)N1C(=NC(=C1)C(F)(F)F)C1=CC=C(CC=2C=3N(C=CC2)N=C(N3)C=3C(=NC=NC3OC)C3CC3)C=C1